1,5-Anhydro-3-O-benzyloxy-4-O-(4-methoxybenzyloxy)-2,6,7-trideoxy-D-arabino-hept-1,6-dienitol C(C1=CC=CC=C1)OO[C@@H]1C=CO[C@@H]([C@H]1OOCC1=CC=C(C=C1)OC)C=C